O\N=C(\C1CCC(CC1)N(C(OC(C)(C)C)=O)C)/C1=NC=CN=C1 tert-butyl ((1s,4s)-4-((Z)-(hydroxyimino)(pyrazin-2-yl)methyl)cyclohexyl)(methyl)carbamate